C(CCCCCCC(=O)OC(CC)CCCCCCCC)(=O)OCC(COC(CCC(OCCCC\C=C/CC)OCCCC\C=C/CC)=O)COC(=O)OCC1CN(CCC1)CC 1-(3-((4,4-bis(((Z)-oct-5-en-1-yl)oxy)butanoyl)oxy)-2-(((((1-ethylpiperidin-3-yl)methoxy)carbonyl)oxy)methyl)propyl) 8-(undecan-3-yl) octanedioate